[Zr].[Mn].[Co].[Ni] nickel cobalt manganese zirconium salt